1-(2-(dimethylamino)ethyl)-N4-(4-(7-methoxy-1-methyl-1H-indol-3-yl)-5-(trifluoromethyl)pyrimidin-2-yl)-N1-methylbenzene-1,2,4-triamine CN(CCC1(C(C=C(C=C1)NC1=NC=C(C(=N1)C1=CN(C2=C(C=CC=C12)OC)C)C(F)(F)F)N)NC)C